C1(OC(CO1)CF)=O 1-(fluoromethyl)-Ethylene carbonate